COC(C1=CC=CC(=C1)NC(C)C)=O 5-(isopropylamino)benzoic acid methyl ester